[Cr].C(C)N1C2=C([C@@H]([C@@H](C1=O)NC(=O)C1CCCCC1)C1=CC=C(C=C1)F)C(=NN2C2=CC=CC=C2)C N-[(4S,5S)-7-ethyl-4-(4-fluorophenyl)-3-methyl-6-oxo-1-phenyl-1H,4H,5H,6H,7H-pyrazolo[3,4-b]pyridin-5-yl]cyclohexanecarboxamide Chromium